C(#N)[C@@H](C[C@@H]1C(NCCC1)=O)NC(=O)[C@H]1N(C[C@@H]2[C@H]1CC(C2)(F)F)C(=O)C=2NC1=C(C=CC(=C1C2)C(F)F)Cl (1S,3aS,6aR)-N-((R)-1-cyano-2-((R)-2-oxopiperidin-3-yl)ethyl)-2-(4-(difluoromethyl)-7-chloro-1H-indole-2-carbonyl)-5,5-difluorooctahydrocyclopenta[c]pyrrole-1-carboxamide